1-benzyl-4-(4-fluorophenyl)piperidin-4-amine C(C1=CC=CC=C1)N1CCC(CC1)(N)C1=CC=C(C=C1)F